FC1(C(C1)C(=O)NC1=NC=C2C=C(C=3N(C2=C1)N=CN3)C=3C=NC(=CC3C)[C@H](CC)O)F 2,2-difluoro-N-(4-{6-[(1S)-1-hydroxypropyl]-4-methylpyridin-3-yl}-[1,2,4]triazolo[1,5-a]1,6-naphthyridin-8-yl)cyclopropane-1-carboxamide